2-vinyl-6,7-dihydro-5H-pyrrolo[1,2-b][1,2,4]triazole C(=C)C=1N=C2N(N1)CCC2